ClC1=C(N)C(=CC=C1)C1=NC(=NOC=C1)C=1C=C2C(=NC1OCC1=CC(=CC=C1)C)N(N=C2C(F)(F)F)C 2-chloro-6-[3-(1-methyl-6-{[(3-methylphenyl)methyl]oxy}-3-(trifluoromethyl)pyrazolo[3,4-b]pyridin-5-yl)-1,2,4-oxadiazepin-5-yl]aniline